n-butyl-propanol C(CCC)C(CC)O